1-(4-(5-(3-chloro-4-isopropoxyphenyl)-4,5-dihydroisoxazol-3-yl)benzyl)pyrrolidine-3-carboxylic acid sodium salt [Na+].ClC=1C=C(C=CC1OC(C)C)C1CC(=NO1)C1=CC=C(CN2CC(CC2)C(=O)[O-])C=C1